amino-5'-(4-carboxyphenyl)-[1,1':3',1''-terphenyl] NC1=C(C=CC=C1)C1=CC(=CC(=C1)C1=CC=C(C=C1)C(=O)O)C1=CC=CC=C1